(3-aminophenyl)(4-methylpiperazin-1-yl)methanone NC=1C=C(C=CC1)C(=O)N1CCN(CC1)C